N1[C@H](CCC1)C1=C(C=CC=C1)C=1CCN(CC1)C(C)=O (R)-1-(4-(2-(pyrrolidin-2-yl)phenyl)-3,6-dihydropyridin-1(2H)-yl)ethan-1-one